ClC=1C=CC=2C(=NC=C(N2)N2CCC(CC2)(CC)NC(OC(C)(C)C)=O)N1 tert-butyl (1-(6-chloropyrido[2,3-b]pyrazin-2-yl)-4-ethylpiperidin-4-yl)carbamate